Cl[Pd-2](Cl)(Cl)Cl.[Na+].[Na+] sodium tetrachloropalladium (ii)